(+/-)-cis-1-(2-(1-Ethyl-1H-indol-2-yl)-1-methyl-1H-benzo[d]imidazole-5-carbonyl)-5-(2,2,2-trifluoroacetamido)piperidine-3-carboxamide C(C)N1C(=CC2=CC=CC=C12)C1=NC2=C(N1C)C=CC(=C2)C(=O)N2C[C@H](C[C@H](C2)NC(C(F)(F)F)=O)C(=O)N |r|